C1(CC1)C1=NC(=C2N1CCN(C2)C(=O)NC)N2CCCC1=CC(=C(C=C21)C(F)F)C=2C=NN(C2)C 3-Cyclopropyl-1-(7-(difluoromethyl)-6-(1-methyl-1H-pyrazol-4-yl)-3,4-dihydroquinolin-1(2H)-yl)-N-methyl-5,6-dihydroimidazo[1,5-a]pyrazine-7(8H)-carboxamide